BrC1=CC(=C(C(=C1)F)C(CCCC(F)(F)F)=O)F 1-(4-bromo-2,6-difluoro-phenyl)-5,5,5-trifluoro-pentan-1-one